OCCCN1CCC(CC1)C=1C=C2C(=C(NC2=CC1)C=1C=C(C(N(C1)C)=O)C)C(C)C 5-(5-(1-(3-hydroxypropyl)piperidin-4-yl)-3-isopropyl-1H-indol-2-yl)-1,3-dimethylpyridin-2(1H)-one